4-(2,4-dimethoxybenzyl)-6,7,8,9-tetrahydroimidazo[1,2-a]pyrido[3,4-e]pyrimidine-5(4H)-one COC1=C(CN2C=3N(C4=C(C2=O)CNCC4)C=CN3)C=CC(=C1)OC